ClC=1N=C(C2=C(N1)C(=C(N=C2)Cl)F)N2C1C(C1COCC2)(F)F 2-(2,7-Dichloro-8-fluoropyrido[4,3-d]pyrimidin-4-yl)-8,8-difluoro-5-oxa-2-azabicyclo[5.1.0]octane